IC1=NC2=C(N=NC(=C2)C(F)(F)F)N1C 6-iodo-7-methyl-3-(trifluoromethyl)-7H-imidazo[4,5-c]pyridazine